disodium [4-(methylthio)phenylthio]-methane bisphosphonate P([O-])([O-])=O.P(O)(O)=O.CSC1=CC=C(C=C1)SC.[Na+].[Na+]